(4-amino-2-fluorophenyl)(morpholino)methanone NC1=CC(=C(C=C1)C(=O)N1CCOCC1)F